ClC1=NC=C(C(=C1)C1=C(C=NC(=C1)C)C(=O)NC=1SC(=NN1)C(NC1CCC(CC1)O)=O)OC 2'-chloro-N-{5-[(4-hydroxycyclohexyl)carbamoyl]-1,3,4-thiadiazol-2-yl}-5'-methoxy-6-methyl-[4,4'-bipyridine]-3-carboxamide